FC1=NC=CC=C1C1(C[C@@H]2[C@@H](CN(C2)CC(C2=NC=C(C=C2)O)O)C1)O |r| rac-(3aR,6aS)-5-(2-fluoropyridin-3-yl)-2-(2-hydroxy-2-(5-hydroxypyridin-2-yl)ethyl)octahydrocyclopenta[c]pyrrol-5-ol